2-(trifluoromethyl)-4-vinylpyrazine FC(C1=NC=CN(C1)C=C)(F)F